ClC=1N=CC2=C(N1)N(C(C=C2)=O)C([2H])([2H])C2=CC=C(C=C2)C=2N(C=C(N2)C(F)(F)F)C([2H])([2H])[2H] 2-chloro-8-({4-[1-(2H3)methyl-4-(trifluoromethyl)imidazol-2-yl]phenyl}(2H2)methyl)pyrido[2,3-d]pyrimidin-7-one